ClC1=CC=C(C=C1)C1=NN(CC1C1=CC=CC=C1)C(=NS(=O)(=O)C1=CC=C(C=C1)Cl)NC[C@H](C)S(N)(=O)=O 3-(4-chlorophenyl)-N'-((4-chlorophenyl)sulfonyl)-4-phenyl-N-((S)-2-sulfamoylpropyl)-4,5-dihydro-1H-pyrazole-1-carboxamidine